5-amino-2-(methylthio)thiazole-4-carboxamide ((4'-((2-(tert-butyl)-1H-imidazol-1-yl)methyl)-5-isobutyl-[1,1'-biphenyl]-2-yl)sulfonyl)carbamate C(C)(C)(C)C=1N(C=CN1)CC1=CC=C(C=C1)C1=C(C=CC(=C1)CC(C)C)S(=O)(=O)NC(O)=O.NC1=C(N=C(S1)SC)C(=O)N